zinc tetracysteine N[C@@H](CS)C(=O)O.N[C@@H](CS)C(=O)O.N[C@@H](CS)C(=O)O.N[C@@H](CS)C(=O)O.[Zn]